NCCNC1=NC(=NC(=N1)NCC(C)[Si](OC(=C)C)(OC(=C)C)OC(=C)C)[Si](OC(=C)C)(OC(=C)C)OC(=C)C 6-(2-aminoethyl)amino-2,4-bis(triisopropenoxysilyl)propylamino-1,3,5-triazine